C(C1=CC=CC=C1)OC(=O)C1(CCC1)F fluorocyclobutane-1-carboxylic acid benzyl ester